5-(2-trifluoromethylbenzoyl)-3-(1-butylpiperidin-4-yl)-1H-indole chlorobenzoate ClC1=C(C(=O)O)C=CC=C1.FC(C1=C(C(=O)C=2C=C3C(=CNC3=CC2)C2CCN(CC2)CCCC)C=CC=C1)(F)F